FC(C=1N=C2N(C(=CC=C2)NC2CCC(CC2)NC(=O)C2=CN=C3N2C=CC=N3)C1)(F)F N-[(1s,4s)-4-{[2-(trifluoromethyl)imidazo[1,2-a]pyridin-5-yl]amino}cyclohexyl]imidazo[1,2-a]pyrimidine-3-carboxamide